N2-(2-ethoxy-4-(4-methyl-4H-1,2,4-triazol-3-yl)phenyl)-6-methyl-N8-(2-(3-methyltetrahydrofuran-3-yl)ethyl)pyrido[3,4-d]pyrimidine-2,8-diamine C(C)OC1=C(C=CC(=C1)C1=NN=CN1C)NC=1N=CC2=C(N1)C(=NC(=C2)C)NCCC2(COCC2)C